C(OCN1C(=C2C3=C(C4=C[C@H](CN([C@@H]4C2)C)C(N(CC)CC)=O)C=CC=C13)Br)(OCC)=O ((6aR,9R)-5-bromo-9-(diethylcarbamoyl)-7-methyl-6a,7,8,9-tetrahydroindolo[4,3-fg]quinolin-4(6H)-yl)methyl ethyl carbonate